(R)-3-oxo-3-(3-((5-(pyrimidin-2-yl)-1H-pyrrolo[2,3-b]pyridin-4-yl)amino)piperidin-1-yl)propanenitrile O=C(CC#N)N1C[C@@H](CCC1)NC1=C2C(=NC=C1C1=NC=CC=N1)NC=C2